C(C)(=O)[O-].[Na+].[Na+].[Na+].C(C)(=O)[O-].C(C)(=O)[O-] Tri-Sodium acetate